nicotinamide sodium salt [Na+].C(C1=CN=CC=C1)(=O)[NH-]